F[C@H]1C[C@H](N2N=C(N=C21)N2N=CC(=C2)S(=O)(=O)C)C2=CC=CC=C2 (5s,7s)-7-fluoro-2-(4-methanesulfonylpyrazol-1-yl)-5-phenyl-6,7-dihydro-5H-pyrrolo[1,2-b][1,2,4]triazole